4-((2-amino-4-chloro-6-methylpyrimidin-5-yl)methyl)-3-methoxybenzoic acid methyl ester COC(C1=CC(=C(C=C1)CC=1C(=NC(=NC1C)N)Cl)OC)=O